C(C=C)(=O)N1C[C@@H](N(C[C@H]1C)C1=NC(N2C3=C(C(=C(C=C13)Cl)C1=C(C=C(C=C1)F)F)OC[C@H]2CN2CCOCC2)=O)C (3R)-7-((2S,5R)-4-acryloyl-2,5-dimethylpiperazin-1-yl)-9-chloro-10-(2,4-difluorophenyl)-3-(morpholinomethyl)-2H-[1,4]oxazino[2,3,4-ij]quinazolin-5(3H)-one